(3-(1-amino-1,3-dihydrospiro[indene-2,4'-piperidine]-1'-yl)-6-(2,3-dichlorostyryl)pyrazin-2-yl)methanol NC1C2=CC=CC=C2CC12CCN(CC2)C=2C(=NC(=CN2)C=CC2=C(C(=CC=C2)Cl)Cl)CO